N-((1S,9S)-5-chloro-9-ethyl-9-hydroxy-4-methyl-10,13-dioxo-2,3,9,10,13,15-hexahydro-1H,12H-benzo[de]pyrano[3',4':6,7]indolizino[1,2-b]quinolin-1-yl)-2-hydroxyacetamide ClC=1C(=C2C=3C(=C4C(=NC3C1)C1=CC3=C(C(N1C4)=O)COC([C@]3(O)CC)=O)[C@H](CC2)NC(CO)=O)C